Para-xylenediamine C=1(C(=C(C(=CC1)C)N)N)C